COCC1=C(C=CC(=C1)O)C1=CC=C(C=C1)O (methoxymethyl)-[1,1'-biphenyl]-4,4'-diol